ClC1=NC(=C2C=3C(=C(N=CC13)Cl)OCC2)C 6,9-dichloro-4-methyl-2,3-dihydropyrano[2,3,4-de][2,7]naphthyridine